FCC(CF)N1N=NC2=C1C=C(C=C2)C=2C=CN1N=C(N=C(C12)OC)N[C@H]1[C@H](CN(CC1)C1COC1)F 5-(1-(1,3-difluoropropan-2-yl)-1H-benzo[d][1,2,3]triazol-6-yl)-N-((3S,4R)-3-fluoro-1-(oxetan-3-yl)piperidin-4-yl)-4-methoxypyrrolo[2,1-f][1,2,4]triazin-2-amine